N1=CN=CC2=CC3=C(C=C12)OCCN3 7,8-dihydro-6H-[1,4]oxazino[3,2-g]quinazoline